CC(=CCC=1SC=CN1)C (3-methyl-2-buten-1-yl)thiazole